FC1=CC=C(C=C1)C1=C(C(=NC2=CC3=C(C=C12)C=NN3)C3CC(C3)C(=O)O)C(C)C 3-[5-(4-fluorophenyl)-6-isopropyl-1H-pyrazolo[4,3-g]Quinolin-7-yl]Cyclobutanecarboxylic acid